S(=O)(=O)(O)O.C(=CC1=CC=CC=C1)OC1=CC=CC=C1 styryl-phenyl ether sulfate